1-(2-((2-((3-chloro-2-fluorobenzyl)amino)-2-oxoethyl)(cyclohexyl)amino)-2-oxoethyl)-1H-indazole-3-carboxamide ClC=1C(=C(CNC(CN(C(CN2N=C(C3=CC=CC=C23)C(=O)N)=O)C2CCCCC2)=O)C=CC1)F